BrC1=NOC(C1)C1=C(C=C(C=C1)C)Br 3-bromo-5-(2-bromo-4-methylphenyl)-4,5-dihydro-1,2-oxazole